2-fluoro-5-(trifluoromethoxy)phenyl-3H-imidazo[4,5-c]pyridine FC1=C(C=C(C=C1)OC(F)(F)F)C1=NC2=C(C=NC=C2)N1